O=C1O[C@@]2(CN(CC2)S(=O)(=O)C2=CC=C(C=C2)NC(=O)NCC=2C=NC=CC2)C2=C1C=CC=C2 1-{4-[(1R)-3-oxo-3H-spiro[2-benzofuran-1,3'-pyrrolidine]-1'-ylsulfonyl]phenyl}-3-(pyridin-3-ylmethyl)urea